C(=O)(O)C1=CC=C(C=C1)C1=C(C=C(C(=C1)C1=CC=C(C=C1)C(=O)O)C1=CC=C(C=C1)C(=O)O)C1=CC=C(C=C1)C(=O)O 1,2,4,5-tetrakis(4-carboxyphenyl)-benzene